5-((4-(cyclopentylamino)-5-methylpyrimidin-2-yl)amino)benzo[c][1,2]oxaborole-1(3H)-ol C1(CCCC1)NC1=NC(=NC=C1C)NC1=CC2=C(B(OC2)O)C=C1